o-bromostyrene C=CC1=CC=CC=C1Br